CN(C1C(C(C(OC1)CO)O)O)C 5-(dimethylamino)-2-(hydroxymethyl)tetrahydro-2H-pyran-3,4-diol